ClC1=C(C2=C(NC3(CN(CC3)C(=O)C=3N=C(SC3)NC(C=C)=O)C(N2C)=O)N=C1)OC N-(4-(7-chloro-8-methoxy-1-methyl-2-oxo-1,4-dihydro-2H-spiro[pyrido[2,3-B]pyrazin-3,3'-pyrrolidine]-1'-carbonyl)thiazol-2-yl)acrylamide